ClC=1N=C(C2=C(N1)CN(C2C)P(=O)(Cl)Cl)OC (2-chloro-4-methoxy-5-methyl-5,7-dihydro-6H-pyrrolo[3,4-d]pyrimidin-6-yl)phosphonic dichloride